COC=1C=C(C[C@H](N)C)C=C(C1OC)OC |r| (+/-)-3,4,5-trimethoxyamphetamine